C(C=CCCl)Cl 2-buten-1,4-diyl chloride